BrC1=CC=C(C=C1)S(=O)(=O)C1=C(C=O)C(=CC=C1)N1CCNCC1 2-((4-bromophenyl)sulfonyl)-6-(piperazin-1-yl)benzaldehyde